(6,6-difluoro-3-bicyclo[3.1.0]hexanyl)-[(5S,7S)-7-fluoro-5-phenyl-6,7-dihydro-5H-pyrrolo[1,2-b][1,2,4]triazol-2-yl]methanone FC1(C2CC(CC12)C(=O)C=1N=C2N(N1)[C@@H](C[C@@H]2F)C2=CC=CC=C2)F